ethoxyl methoxyl ether O(C)OOCC